CC=1C=C(C2=C(N=C(S2)N)C1)C 5,7-Dimethylbenzo[d]thiazol-2-amin